tert-butyl N-ethyl-N-(1-{7-[(4-fluoro-2-methyl-1,3-benzothiazol-6-yl) carbamoyl]-2-methylindazol-4-yl} piperidin-4-yl)carbamate C(C)N(C(OC(C)(C)C)=O)C1CCN(CC1)C=1C2=CN(N=C2C(=CC1)C(NC1=CC2=C(N=C(S2)C)C(=C1)F)=O)C